3-(2,6-difluoro-3,5-dimethoxyphenyl)-7-(1,3-dimethyl-1H-pyrazol-4-yl)-1-((5-isopropylisoxazol-3-yl)methyl)-3,4-dihydropyrido[4,3-d]pyrimidin-2(1H)-one FC1=C(C(=C(C=C1OC)OC)F)N1C(N(C2=C(C1)C=NC(=C2)C=2C(=NN(C2)C)C)CC2=NOC(=C2)C(C)C)=O